NC1=NC=C(C2=C1C(=C(N2C)C2=CC=C(C=C2)NC(C=C)=O)C2=CC(=C(C=C2)OC2=NN(C(=C2)C)C)F)C#N N-(4-(4-amino-7-cyano-3-(4-((1,5-dimethyl-1H-pyrazol-3-yl)oxy)-3-fluorophenyl)-1-methyl-1H-pyrrolo[3,2-c]pyridin-2-yl)phenyl)acrylamide